C(CCC#C)OCCC#N 3-pent-4-ynoxypropanenitrile